dimethyl-indium C[In]C